6-(5-fluorobenzo[d]thiazol-7-yl)-2-(1-(trifluoromethyl)cyclopropane-1-carbonyl)-2,6-diazaspiro[3.4]octane-8-carboxylic acid FC=1C=C(C2=C(N=CS2)C1)N1CC2(CN(C2)C(=O)C2(CC2)C(F)(F)F)C(C1)C(=O)O